1-Ethyl 5-(3-formylphenoxy)-1-(4-methoxybenzyl)-1H-1,2,3-triazole-4-carboxylate C(=O)C=1C=C(OC2=C(N=NN2CC2=CC=C(C=C2)OC)C(=O)OCC)C=CC1